N-Ethyl-5-hydroxy-2-(4-methoxyphenyl)-4-(piperidin-1-ylmethylene)benzofuran-3-carboxamide C(C)NC(=O)C=1C(OC=2C1C(C(=CC2)O)=CN2CCCCC2)C2=CC=C(C=C2)OC